C(C)(=O)NC1=C(C(=O)OC)C=C(C(=C1F)Br)I methyl 2-acetamido-4-bromo-3-fluoro-5-iodo-benzoate